[Ca+2].[Li+].C(CCCCCCCCC(=O)[O-])(=O)[O-] sebacate lithium calcium